N1=CC=C(C=C1)C1=CC2=C(N=C(S2)NC2=NC=CC(=C2)CC(=O)O)C=C1 2-(2-((6-(pyridin-4-yl)benzo[d]thiazol-2-yl)amino)pyridin-4-yl)acetic acid